CC1([C@H]2CN([C@@H]([C@@H]12)C(=O)NNC[C@H]1C(NCC1)=O)C([C@H](C(C)(C)C)NC(C(F)(F)F)=O)=O)C N-((S)-1-((1R,2S,5S)-6,6-Dimethyl-2-(2-(((S)-2-oxopyrrolidin-3-yl)methyl)hydrazine-1-carbonyl)-3-azabicyclo[3.1.0]hexan-3-yl)-3,3-dimethyl-1-oxobutan-2-yl)-2,2,2-trifluoroacetamide